CC=1C(=C(C=C(C1)C)O)C=1N=NC(=CC1)N1CC[C@H]2[C@@H]1CN(CC2)C |r| 3,5-dimethyl-2-[6-[rac-(3aS,7aR)-6-methyl-3,3a,4,5,7,7a-hexahydro-2H-pyrrolo[2,3-c]pyridin-1-yl]pyridazin-3-yl]phenol